FC1=C(C=CC(=C1)F)C1=CC=C(O1)C(=O)Cl 5-(2,4-difluorophenyl)-2-furoyl chloride